(R)-(-)-nipecotic acid C1C[C@H](CNC1)C(=O)O